C1(=CC(=C(CC1)C(C)C)O)C (+)-p-menthadien-3-ol